[Na+].C1(C(C=C(C2=CC=CC=C12)S(=O)(=O)[O-])=O)=O 2-naphthoquinone-4-sulfonic acid, sodium salt